NCCO[C@H]1[C@@H](O[C@@H]([C@H]1O)CO)N1C(=O)N=C(N)C=C1 O-aminoethylcytidine